NC1=NN2C(C=C(C=C2)C=2C=C(C(=NC2)OC)C(=O)NC(C)C2=CC(=CC=C2)OC(F)(F)F)=N1 5-{2-amino-[1,2,4]triazolo[1,5-a]pyridin-7-yl}-2-methoxy-N-{1-[3-(trifluoromethoxy)phenyl]ethyl}pyridine-3-carboxamide